CC1=CC(=C(C=C1)C(=O)C)C 2,4-Dimethylacetophenone